tert-butyl 6-(5-amino-1,3,4-thiadiazol-2-yl)-2-azaspiro(3.3)heptane-2-carboxylate NC1=NN=C(S1)C1CC2(CN(C2)C(=O)OC(C)(C)C)C1